C1[C@@H]([C@H](OC2=C1C(=CC(=C2[C@H]3[C@@H]([C@H](OC4=CC(=CC(=C34)O)O)C5=CC(=C(C(=C5)O)O)O)O)O)O)C6=CC(=C(C=C6)O)O)O The molecule is a proanthocyanidin consisting of (+)-gallocatechin and (+)-catechin units joined by a (4alpha->8)-linkage. It has a role as a metabolite. It is a hydroxyflavan, a proanthocyanidin, a polyphenol and a biflavonoid. It derives from a (+)-gallocatechin and a (+)-catechin.